C(C)(=O)OC[C@@H]1[C@H]([C@@H]([C@H](C(O)O1)OC(CCCCCC)=O)OC(CCCCCC)=O)OC(CCCCCC)=O 6-O-acetyl-2,3,4-tri-O-heptanoyl-D-glucopyranose